CN1CC(C1)CCCNC(=S)OC(C(=O)OCCCCCCOC(C(CCCCCCCC)CCCCCC)=O)C(C(=O)OCCCCCCOC(C(CCCCCCCC)CCCCCC)=O)OC(NCCCC1CN(C1)C)=S bis(6-((2-hexyldecanoyl)oxy)hexyl) 2,3-bis(((3-(1-methylazetidin-3-yl)propyl)-carbamothioyl)oxy)succinate